[N+](=O)([O-])C1=CC=C(C=C1)S(=O)(=O)[O-].C[N+]1=C(SC2=C1C(=CC=C2)C)C=CC2=CC=C(C=C2)N2CCCCC2 3,4-dimethyl-2-(4-(piperidin-1-yl)styryl)benzo[d]thiazol-3-ium 4-nitrobenzenesulfonate